2-ethyl-1-hexadecanol C(C)C(CO)CCCCCCCCCCCCCC